BrCC=1OC2=C(N1)C=C(C=C2)C2=CC=CC=C2 2-(bromomethyl)-5-phenylbenzo[d]oxazole